FC1(CN(C(OC1)=O)[C@@H](CC1=C(NC2=CC=CC=C12)[Si](C)(C)C)C)F (R)-5,5-difluoro-3-(1-(2-(trimethylsilyl)-1H-indol-3-yl)propan-2-yl)-1,3-Oxazin-2-one